C(C)(C)(C)OC(N(C)CC1=C(OC2=C1C=CC=C2N=C(C2=CC=CC=C2)C2=CC=CC=C2)C)=O ((7-((diphenylmethylene)amino)-2-methylbenzofuran-3-yl)methyl)(methyl)carbamic acid tert-butyl ester